C(C)(C)(C)OC(=O)N1[C@H](C[C@H](C1)C1=CC=NC=C1)C(=O)O (2R,4S)-1-(tert-butoxycarbonyl)-4-(pyridin-4-yl)pyrrolidine-2-carboxylic acid